ethyl 4-((6-cyclopropylimidazo[1,2-a]pyridin-2-yl)methoxy)-6-(4-(N-(ethoxycarbonyl)carbamimidoyl)-2,6-dimethylbenzylamino)pyrimidine-2-carboxylate C1(CC1)C=1C=CC=2N(C1)C=C(N2)COC2=NC(=NC(=C2)NCC2=C(C=C(C=C2C)C(NC(=O)OCC)=N)C)C(=O)OCC